C(#N)CC1=CC=C(C=C1)NC(=O)C1CC(CCC1C(C)C)C N-(4-Cyanomethylphenyl)-p-menthan-carboxamid